ClC=1C=CC2=C([C@@H](C[C@@H](O2)C(=O)NC23CC(C2)(C3)N3N=CC(=C3)C3=NC=C(C=C3)C)O)C1 (2R,4R)-6-chloro-4-hydroxy-N-{3-[4-(5-methylpyridin-2-yl)-1H-pyrazol-1-yl]bicyclo[1.1.1]pentan-1-yl}-3,4-dihydro-2H-1-benzopyran-2-carboxamide